O[C@@H]([C@H]1O[C@H]([C@@H]([C@@H]1O)O)N1C=CC2=C1N=CN=C2C)C2=CC=1CC(C1C=C2)O (2R,3S,4R,5R)-2-((1R)-hydroxy(7-hydroxybicyclo[4.2.0]octa-1(6),2,4-trien-3-yl)methyl)-5-(4-methyl-7H-pyrrolo[2,3-d]pyrimidin-7-yl)tetrahydrofuran-3,4-diol